methylenebis[2-methyl-6-methoxymethylphenol] C(C=1C(=C(C(=CC1)COC)O)C)C=1C(=C(C(=CC1)COC)O)C